O=C1NC(CCC1C=1C=CC(=NC1)N1CCC(CC1)C(=O)N1CCC(CC1)(C(=O)OCCN1N=CC2=CC=C(C=C12)N)C)=O 2-(6-amino-1H-indazol-1-yl)ethanol 1-(1-(5-(2,6-dioxopiperidin-3-yl)pyridin-2-yl)piperidine-4-carbonyl)-4-methylpiperidine-4-carboxylate